F[Rh-3](F)(F)F tetrafluororhodium (I)